C1(CC1)C1=C(C=C(C(=C1)I)C)N(C(C#CC1CCS(CC1)(=O)=O)=O)C1=NC=C(C=C1C)C N-(2-cyclopropyl-4-iodo-5-methylphenyl)-N-(3,5-dimethylpyridin-2-yl)-3-(1,1-dioxidotetrahydro-2H-thiopyran-4-yl)propiolamide